(1-(6-fluoro-1-methyl-[1,2,4]triazolo[4,3-a]quinazolin-5-yl)-1,2,3,4-tetrahydroquinolin-5-yl)-2,2-dimethylbut-3-ynenitrile FC1=C2C(=NC=3N(C2=CC=C1)C(=NN3)C)N3CCCC1=C(C=CC=C31)C#CC(C#N)(C)C